Methyl 2-(2-acetamido-4-(6-((4-cyano-2-fluorobenzyl)oxy)pyridin-2-yl)benzyl)-1-(2-methoxyethyl)-1H-benzo[d]imidazole-6-carboxylate C(C)(=O)NC1=C(CC2=NC3=C(N2CCOC)C=C(C=C3)C(=O)OC)C=CC(=C1)C1=NC(=CC=C1)OCC1=C(C=C(C=C1)C#N)F